2-(3-Isopropyl-2-(8-methyl-[1,2,4]triazolo[1,5-a]pyridin-6-yl)-1H-indol-5-yl)-5,5-dimethylmorpholin C(C)(C)C1=C(NC2=CC=C(C=C12)C1CNC(CO1)(C)C)C=1C=C(C=2N(C1)N=CN2)C